[Si](C1=CC=CC=C1)(C1=CC=CC=C1)(C(C)(C)C)O[C@H]1[C@H](CCC1)NC1=NN2C(C(=NC(=C2)C2=CC=C(C=C2)Cl)C=2C=NN(C2)C)=N1 N-((1S,2R)-2-((tert-butyldiphenylsilyl)oxy)cyclopentyl)-6-(4-chlorophenyl)-8-(1-methyl-1H-pyrazol-4-yl)-[1,2,4]triazolo[1,5-a]pyrazin-2-amine